C(C1=CC=CC=C1)N1CC(CCC1)(C(=O)NC)O 1-benzyl-3-hydroxy-N-methylpiperidine-3-carboxamide